2-((2-METHYLPHENYL)thio)benzene-1,4-diol CC1=C(C=CC=C1)SC1=C(C=CC(=C1)O)O